2,2',2'',2'''-[(1R,2R)-1,2-cyclohexanediyldinitrilo]tetraacetic acid [C@@H]1([C@@H](CCCC1)N(CC(=O)O)CC(=O)O)N(CC(=O)O)CC(=O)O